BrC=1C(=CC2=C(N=C(N=[N+]2[O-])NCCC(=O)OC(C)C)C1)C 6-Bromo-3-((3-isopropoxy-3-oxopropyl)amino)-7-methylbenzo[e][1,2,4]triazine-1-oxide